bis-(tertiary butyl-amino)-silane Tert-Butyl-(2S,3S)-2-((2-(3,5-difluorophenyl)-1,3-thiazol-4-yl)methyl)-3-((methylsulfonyl)amino)pyrrolidine-1-carboxylate C(C)(C)(C)OC(=O)N1[C@H]([C@H](CC1)NS(=O)(=O)C)CC=1N=C(SC1)C1=CC(=CC(=C1)F)F.C(C)(C)(C)N[SiH2]NC(C)(C)C